6-chloro-3-(((R)-1-(2-cyano-3-((2R,4R)-4-fluoro-2-methylpyrrolidin-1-yl)-7-methylquinoxalin-5-yl)ethyl)amino)picolinic acid ClC1=CC=C(C(=N1)C(=O)O)N[C@H](C)C1=C2N=C(C(=NC2=CC(=C1)C)C#N)N1[C@@H](C[C@H](C1)F)C